C(C)(=O)N1CCN(CC1)C1=C(C#N)C=C(C(=C1)C)N1C(N(C=2C=NC=3C=CC(=CC3C21)C2=CC=C(C=C2)Cl)C)=N 2-(4-Acetylpiperazin-1-yl)-5-(8-(4-chlorophenyl)-2-imino-3-methyl-2,3-dihydro-1H-imidazo[4,5-c]quinolin-1-yl)-4-methylbenzonitrile